BrC=1C=NC2=CC=C(C=C2C1)[C@@](C(=O)OC(C)C)(CC(C)(C)C)N[S@@](=O)C(C)(C)C isopropyl (R)-2-(3-bromoquinolin-6-yl)-2-(((S)-tert-butylsulfinyl)amino)-4,4-dimethylpentanoate